N-(7-fluoro-2-methylimidazo[1,2-a]pyridin-6-yl)-4-(2-oxa-5,8-diazaspiro[3.5]nonan-8-yl)-2,3-dihydro-1H-pyrrolo[2,3-b]pyridine-1-carboxamide 2,2,2-trifluoroacetate FC(C(=O)O)(F)F.FC1=CC=2N(C=C1NC(=O)N1CCC=3C1=NC=CC3N3CCNC1(COC1)C3)C=C(N2)C